N1(C=NC=C1)C1=CC=C(C=C1)C1=CC(=NN1)NC=1C=C2CCC(NC2=CC1)=O 6-((5-(4-(1H-imidazol-1-yl)phenyl)-1H-pyrazol-3-yl)amino)-3,4-dihydroquinolin-2(1H)-one